C(N)(=O)C1=C(C=CC(=N1)OC1CC2CCC(C1)N2C(=O)OC(C)(C)C)[N+](=O)[O-] tert-Butyl endo-3-((6-carbamoyl-5-nitropyridin-2-yl)oxy)-8-azabicyclo[3.2.1]octane-8-carboxylate